ClC1=C(C=CC=C1)NC(=O)C1=C(SC=2COCCC21)NC(C(F)(F)F)=O 2-(2,2,2-Trifluoro-acetylamino)-4,7-dihydro-5H-thieno[2,3-c]pyran-3-carboxylic acid (2-chloro-phenyl)-amide